ClC=1C=C(C=CC1S(=O)(=O)C)NC1=NC=C(C(=N1)N[C@H](CO)C1=CC=CC=C1)C(=O)OCC Ethyl 2-{[3-chloro-4-(methylsulfonyl)phenyl]amino}-4-{[(1S)-2-hydroxy-1-phenylethyl]amino}pyrimidine-5-carboxylate